[N+](=O)([O-])C=1C=C(C=CC1)N1N=C(C2=CC=CC=C12)NC1=CC=C(C=C1)C=1C=NN(C1)C1OCCCC1 1-(3-nitrophenyl)-N-[4-(1-tetrahydropyran-2-ylpyrazol-4-yl)phenyl]indazol-3-amine